isopropyl 7-methoxy-1-methyl-2-[(2R)-2-methyl-4-oxo-3,16,22-triazatetracyclo[14.5.2.05,10.019,23]tricosa-1(22),5(10),6,8,17,19(23),20-heptaen-17-yl]benzimidazole-5-carboxylate COC1=CC(=CC2=C1N(C(=N2)C=2N1CCCCCC=3C=CC=CC3C(N[C@@H](C=3C=CC(C2)=C1N3)C)=O)C)C(=O)OC(C)C